C(#N)C1=CC=2N(C=C1)N=CC2C2=CC=CC(=N2)C2CN(CCC2)C(=O)OC(C)(C)C tert-butyl 3-(6-(5-cyanopyrazolo[1,5-a]pyridin-3-yl)pyridin-2-yl)piperidine-1-carboxylate